NC1=C2C(=NC=N1)N(N=C2C2=CC=C(C=C2)OC2=CC=CC=C2)C2CCN(CC2)C2CN(C2)C2CCC1(CN(C1)C(=O)[O-])CC2 7-(3-(4-(4-amino-3-(4-phenoxyphenyl)-1H-pyrazolo[3,4-d]pyrimidin-1-yl)piperidin-1-yl)azetidin-1-yl)-2-azaspiro[3.5]nonane-2-carboxylate